(S)-4-(5-methyl-1H-pyrazol-4-yl)-1-prolyl-indoline TFA salt OC(=O)C(F)(F)F.CC1=C(C=NN1)C1=C2CCN(C2=CC=C1)C([C@H]1NCCC1)=O